(S)-3-(6-fluorobiphenyl-3-yl)-3-(3-(4-hydroxy-1,5-dimethyl-2-oxo-1,2-dihydropyridin-3-yl)ureido)propanoic acid FC1=CC=C(C=C1C1=CC=CC=C1)[C@H](CC(=O)O)NC(=O)NC=1C(N(C=C(C1O)C)C)=O